methylene-bis-benzotriazolyl-tetramethylbutylphenol C=C(C(C1=C(C(=C(C(=C1C)C)C)C)O)(C1=CC=CC=2NN=NC21)C2=CC=CC=1NN=NC12)CC